FC(C=1N=C2N(C=CN=C2O)C1)(F)F 2-(trifluoromethyl)imidazo[1,2-a]pyrazin-8-ol